FC1(CC2(C1)CC(C2)N)F 2,2-difluorospiro[3.3]heptan-6-amine